ClC1=CC=C2C(=NC=NC2=C1)NN=C(C)C=1C=C(C=CC1)CN(C)C 1-(3-(1-(2-(7-chloroquinazolin-4-yl)hydrazineylidene)ethyl)phenyl)-N,N-dimethylmethanamine